4-(dimethylamino)-3,5-difluoro-N-[(1s,4s)-4-{[2-(trifluoromethyl)quinolin-4-yl]amino}cyclohexyl]benzamide CN(C1=C(C=C(C(=O)NC2CCC(CC2)NC2=CC(=NC3=CC=CC=C23)C(F)(F)F)C=C1F)F)C